ClC(C1=NC(=NO1)C=1C=CC(=NC1)CP(OCC)(=O)NCC)(F)F ethyl P-((5-(5-(chlorodifluoromethyl)-1,2,4-oxadiazol-3-yl)pyridin-2-yl)methyl)-N-ethylphosphonamidate